4-[[5-(4-chloro-2-fluoro-anilino)-4-methyl-3-pyridyl]methyl]-N-(methylsulfamoyl)pyrimidin-2-amine ClC1=CC(=C(NC=2C(=C(C=NC2)CC2=NC(=NC=C2)NS(NC)(=O)=O)C)C=C1)F